FC=1C=C(C=CC1)C(C(=O)NC(NC)=O)C1=NC=CC(=C1)C(F)(F)F 2-(3-fluorophenyl)-N-(methylcarbamoyl)-2-(4-(trifluoromethyl)pyridin-2-yl)acetamide